O1CCN(CC1)CCCOC1=CC=C(C=C1)NC1=NC=CC(=N1)NC=1C=NC2=CC=CC=C2C1 2-[p-(3-morpholinopropoxy)phenylamino]-4-(3-quinolylamino)pyrimidine